Tert-butyl 6-((5-bromo-1H-benzo[d]imidazol-2-yl)amino)-4-chloro-1H-indole-1-carboxylate BrC1=CC2=C(NC(=N2)NC2=CC(=C3C=CN(C3=C2)C(=O)OC(C)(C)C)Cl)C=C1